N-[(3,5-difluoropyridin-2-yl)methyl]-2-(3-ethoxy[1,4'-bipiperidin]-1'-yl)-1,3-thiazole-5-carboxamide FC=1C(=NC=C(C1)F)CNC(=O)C1=CN=C(S1)N1CCC(CC1)N1CC(CCC1)OCC